FC1(CN(CC=C1OS(=O)(=O)C(C(C(C(F)(F)F)(F)F)(F)F)(F)F)C(=O)OC(C)(C)C)F Tert-butyl 3,3-difluoro-4-(((perfluorobutyl)sulfonyl)oxy)-3,6-dihydropyridine-1(2H)-carboxylate